(S)-2-(p-chlorophenoxy)-3-methylbutyric acid ClC1=CC=C(O[C@H](C(=O)O)C(C)C)C=C1